N1N=CC(=C1)C1=NC2=CC=C3C(=C2C2=C1CSCC2)C=NN3 7-(1H-pyrazol-4-yl)-3,8,10,11-tetrahydropyrazolo[4,3-f]thiopyrano[3,4-c]quinoline